3-amino-1-(4-(cyclopropyl(6-(2-hydroxy-4-(1H-pyrazol-4-yl)phenyl)pyridazin-3-yl)amino)-2,2,6,6-tetramethylpiperidin-1-yl)propan-1-one NCCC(=O)N1C(CC(CC1(C)C)N(C=1N=NC(=CC1)C1=C(C=C(C=C1)C=1C=NNC1)O)C1CC1)(C)C